N-((2R,3S)-2-(((cis-4-phenylcyclohexyl)oxy)methyl)-1-(3,3,3-trifluoropropanoyl)piperidin-3-yl)methanesulfonamide C1(=CC=CC=C1)[C@H]1CC[C@H](CC1)OC[C@@H]1N(CCC[C@@H]1NS(=O)(=O)C)C(CC(F)(F)F)=O